2-amino-9-(β-D-xylofuranosyl)-1,9-dihydro-6H-purin-6-one NC=1NC(C=2N=CN(C2N1)[C@H]1[C@H](O)[C@@H](O)[C@H](O1)CO)=O